[O-2].[O-2].[O-2].[Er+3].[Er+3] di-erbium trioxide